2-[4-(difluoromethyl)-6-[4-[2-(dimethylamino)ethyl]phenyl]-7-methyl-indazol-2-yl]-2-[(6R)-6-fluoro-6,7-dihydro-5H-pyrrolo[1,2-c]imidazol-1-yl]-N-thiazol-2-yl-acetamide FC(C=1C2=CN(N=C2C(=C(C1)C1=CC=C(C=C1)CCN(C)C)C)C(C(=O)NC=1SC=CN1)C1=C2N(C=N1)C[C@@H](C2)F)F